C(C)N(C1=CC=CC=2N1C(N(C2)C2=C(C=C(C=C2C)C)C)=[Au-2]Cl)CC 5-(Diethylamino)-2-mesitylimidazo[1,5-a]pyridin-3-ylidenegold(I) chloride